FC(C1=NC(=CC(=C1)CNC(CC1=NC(=NN1CC)C1=CC(=C(C=C1)Cl)F)=O)C(F)F)F N-{[2,6-Bis(difluoromethyl)pyridin-4-yl]methyl}-2-[3-(4-chloro-3-fluorophenyl)-1-ethyl-1H-1,2,4-triazol-5-yl]acetamid